ClC=1C=2N(C(=C(C1)C(=O)O)C1=CC=CC=C1)C(=NN2)C 8-Chloro-3-methyl-5-phenyl-[1,2,4]triazolo[4,3-a]pyridine-6-carboxylic acid